(R)-tert-butyl 2-(2-chloropyridin-4-yl)-6-methyl-4-oxo-6,7-dihydrofuro[3,2-c]pyridine-5(4H)-carboxylate ClC1=NC=CC(=C1)C1=CC=2C(N([C@@H](CC2O1)C)C(=O)OC(C)(C)C)=O